N1CC(CCC1)C1=CC=CC(=N1)C=1C=NN2C1C=C(C=C2)C=2C(=NC=CC2)C(=O)N (3-(6-(piperidin-3-yl)pyridin-2-yl)pyrazolo[1,5-a]pyridin-5-yl)picolinamide